ethyl 7-amino-2-(methoxymethyl)-2,3-dihydrobenzofuran-4-carboxylate NC=1C=CC(=C2CC(OC21)COC)C(=O)OCC